3-hydroxybutyric acid acetyl-L-carnitine salt C(C)(=O)[C@](O)(C[N+](C)(C)C)CC([O-])=O.OC(CC(=O)O)C